2-(2,4-dihydroxybenzoyl)terephthalic acid OC1=C(C(=O)C2=C(C(=O)O)C=CC(=C2)C(=O)O)C=CC(=C1)O